2-chloro-N-(4-(difluoromethoxy)phenyl)acetamide ClCC(=O)NC1=CC=C(C=C1)OC(F)F